C(C)C1C(OC(C=2C1=NC(=CC2)NC(OC(C)(C)C)=O)=O)C tert-Butyl (8-ethyl-7-methyl-5-oxo-7,8-dihydro-5H-pyrano[4,3-b]pyridin-2-yl)carbamate